5-amino-6-((S)-4-((benzyloxy)carbonyl)-3-(cyanomethyl)piperazin-1-yl)-2-(((2s,4r)-4-fluoro-1-methylpyrrolidin-2-yl)methoxy)pyrimidine-4-carboxylic acid NC=1C(=NC(=NC1N1C[C@@H](N(CC1)C(=O)OCC1=CC=CC=C1)CC#N)OC[C@H]1N(C[C@@H](C1)F)C)C(=O)O